FC1([C@@H](CN(CC1)CC1=CC(=C2CN(C(C2=C1)=O)C1=CC(=CC=C1)C1(CC(C1)C)C1=NN=CN1C)C(F)(F)F)C)F 6-(((R)-4,4-difluoro-3-methylpiperidin-1-yl)methyl)-2-(3-((1r,3R)-3-methyl-1-(4-methyl-4H-1,2,4-triazol-3-yl)cyclobutyl)phenyl)-4-(trifluoromethyl)isoindolin-1-one